(5aR,5bS,7aS,8S,10aS,10bR)-2-((2,4-dimethylphenyl)amino)-5a,7a-dimethyl-5,5a,5b,6,7,7a,8,9,10,10a,10b,11-dodecahydro-4H-cyclopenta[7,8]phenanthro[2,1-d]thiazol-8-yl acetate C(C)(=O)O[C@H]1CC[C@@H]2[C@@]1(CC[C@@H]1[C@]3(CCC=4N=C(SC4C3=CC[C@@H]21)NC2=C(C=C(C=C2)C)C)C)C